C(CCCCCCCC)C=1C(=C(C(=O)O)C=CC1)O nonylhydroxybenzoic acid